CC=1C=C(C=CC1OC1=CC2=C(N(C=N2)C)C=C1)NC1=NC=NC2=C1N=C(N=C2)OC2CCN(CC2)C(C=C)=O 1-(4-((8-((3-methyl-4-((1-methyl-1H-benzo[d]imidazol-5-yl)oxy)phenyl)amino)pyrimido[5,4-d]pyrimidin-2-yl)oxy)piperidin-1-yl)prop-2-en-1-one